FC=1C=CC(=C2C(CCC12)=O)S(=NC#N)C N-((7-fluoro-3-oxo-2,3-dihydro-1H-inden-4-yl)(methyl)-λ4-sulfanylidene)cyanamide